C12C(C(C(CC1)C2)C(=O)[O-])C(=O)[O-].[Na+].[Na+] disodium bicyclo[2.2.1]heptane-2,3-dicarboxylate